2,5-dibromo-p-nitrobenzene BrC1=CC=C(C(=C1)[N+](=O)[O-])Br